Cl.Cl.CCCCCCCCC Nonane dihydrochloride